FC(C(=O)O)(F)F.NC=1NC(=NN1)N1CCC(CC1)N1C[C@@H](OC[C@@H]1CC1=CC=C(C=C1)Cl)[C@@H](C(F)(F)F)O (S)-1-((2R,5S)-4-(1-(5-amino-4H-1,2,4-triazol-3-yl)piperidin-4-yl)-5-(4-chloro-benzyl)morpholin-2-yl)-2,2,2-trifluoroethanol 2,2,2-trifluoroacetate